CC1N(C2=CC=CC=C2C(C1)=O)C(=O)OC(C)(C)C tert-butyl 2-methyl-4-oxo-2,3-dihydroquinoline-1-carboxylate